COC[C@@H](C(=O)OC)OC1=CC=C2C(=CC(OC2=C1)=O)C1=C(C=CC=C1)C methyl (S)-3-methoxy-2-[4-(o-tolyl)-2-oxo-chromen-7-yl]oxy-propanoate